(4S)-1-(cyclopropylmethyl)-5,5-difluoro-3-(trifluoromethyl)-6,7-dihydro-4H-indazol-4-ol C1(CC1)CN1N=C(C=2[C@@H](C(CCC12)(F)F)O)C(F)(F)F